N1(N=NN=C1)CCNC1=NC(=NC(=N1)N1C=CC2=CC=CC=C12)N1N=CC=C1 N-(2-(1H-tetrazol-1-yl)ethyl)-4-(1H-indol-1-yl)-6-(1H-pyrazol-1-yl)-1,3,5-triazin-2-amine